diglycerin stearate C(CCCCCCCCCCCCCCCCC)(=O)O.OCC(O)CO.OCC(O)CO